2-carboxyl-1,10-phenanthroline C(=O)(O)C1=NC2=C3N=CC=CC3=CC=C2C=C1